FC1(CCN(CC1)C1=C(C=CC=C1)NS(=O)(=O)C1=CC=C(C=C1)S(=O)(=O)N(C)C)F N1-(2-(4,4-difluoropiperidin-1-yl)phenyl)-N4,N4-dimethylbenzene-1,4-disulfonamide